1-(1-cyclopropyl-2,2,2-trifluoroethyl)-3-[[2-(difluoro-methoxy)pyridin-4-yl]methyl]urea C1(CC1)C(C(F)(F)F)NC(=O)NCC1=CC(=NC=C1)OC(F)F